2-ethyl-3-methylbutan-1-ol C(C)C(CO)C(C)C